4-(7-((4-ethoxy-2',3',4'-trifluoro-5-methyl-[1,1'-biphenyl]-2-yl)methyl)-2,7-diazaspiro[3.5]non-2-yl)benzoic acid, trifluoroacetate salt FC(C(=O)O)(F)F.C(C)OC1=CC(=C(C=C1C)C1=C(C(=C(C=C1)F)F)F)CN1CCC2(CN(C2)C2=CC=C(C(=O)O)C=C2)CC1